BrC1=C(N(C2=NC(=CC=C21)C)C=2C=C1C(=NC2)NC(C1)=O)C1=CC=CC=C1 5-(3-bromo-6-methyl-2-phenyl-pyrrolo[2,3-b]pyridin-1-yl)-1,3-dihydropyrrolo[2,3-b]pyridin-2-one